C(C)(C)(C)N1N=C(C=C1NC(OCC1=CC=CC=C1)=O)C1CC(CC1)O benzyl (1-(tert-butyl)-3-(3-hydroxycyclopentyl)-1H-pyrazol-5-yl)carbamate